CCCCCCCCCCCCCCN(C)C.Cl N,N-dimethyltetradecylamine hydrochloride